ClC1=C(C=CC=C1C1=C(C(=CC=C1)NC1=NC=CC=2C1=NC=CN2)Cl)C2=CC(=C(C(=C2)OC)CN2CC(C2)(C(=O)O)C)F 1-((2',2''-dichloro-3-fluoro-5-methoxy-3''-(pyrido[3,4-b]pyrazin-5-ylamino)-[1,1':3',1''-terphenyl]-4-yl)methyl)-3-methylazetidine-3-carboxylic acid